N-[(2R)-1-(2-aminoethylamino)-1-oxopropan-2-yl]-2-chloro-4-[[3-[3-(trifluoromethyl)-1H-pyrazol-4-yl]imidazo[1,2-a]pyrazin-8-yl]amino]benzamide formate C(=O)O.NCCNC([C@@H](C)NC(C1=C(C=C(C=C1)NC=1C=2N(C=CN1)C(=CN2)C=2C(=NNC2)C(F)(F)F)Cl)=O)=O